(E)-2-(3-(4-amino-3-hydroxystyryl)-5,5-dimethylcyclohex-2-en-1-ylidene)malononitrile NC1=C(C=C(/C=C/C2=CC(CC(C2)(C)C)=C(C#N)C#N)C=C1)O